6-(3,4-Dichloro-phenyl)-5-fluoro-pyrimidine-4-carboxylic acid pyrimidin-5-ylamide N1=CN=CC(=C1)NC(=O)C1=NC=NC(=C1F)C1=CC(=C(C=C1)Cl)Cl